C(C1=CC=CC=C1)OCC1CC(C1)=O 3-((benzyloxy)methyl)cyclobutan-1-one